C1(C=CC=C1)[Ti](C1=C(C(=CC=C1F)NC(CCCC)=O)F)(C1=C(C(=CC=C1F)NC(CCCC)=O)F)C1C=CC=C1 bis(cyclopentadienyl)bis[2,6-difluoro-3-(N-methylbutyrylamino)phenyl]titanium